ON1C(=NC2=C1C=CC=C2)C2=CC=CC=C2 N-hydroxy-2-phenyl-benzimidazole